2-((4-(5-methoxypyrimidin-4-yl)piperazin-1-yl)methyl)-1H-indole COC=1C(=NC=NC1)N1CCN(CC1)CC=1NC2=CC=CC=C2C1